2-(((1R)-1-(2-cyano-3-(4-fluoro-2-(morpholine-4-carbonyl)pyrrolidin-1-yl)-7-methylquinoxalin-5-yl)ethyl)amino)benzoic acid C(#N)C1=NC2=CC(=CC(=C2N=C1N1C(CC(C1)F)C(=O)N1CCOCC1)[C@@H](C)NC1=C(C(=O)O)C=CC=C1)C